F[P-](F)(F)(F)(F)F.C(C)OC(=O)C(C(=O)OCC)=NOC(=[N+](C)C)N(C)C O-[(diethoxycarbonylmethylene)amino]-1,1,3,3-tetramethyluronium hexafluorophosphate